BrC1=C(N=CC(=N1)C(=O)NC1=CC(=C(C=C1)OC1=CC=NC2=CC(=C(N=C12)OC)OC)F)C 6-Bromo-N-(4-((6,7-dimethoxy-1,5-naphthyridin-4-yl)oxy)-3-fluorophenyl)-5-methylpyrazine-2-carboxamide